(R)-5-(3H-[1,2,3]triazolo[4,5-b]pyridin-5-yl)-N-(4-(1-cyclopropoxyethyl)phenyl)-2-fluorobenzamide N1=NNC2=NC(=CC=C21)C=2C=CC(=C(C(=O)NC1=CC=C(C=C1)[C@@H](C)OC1CC1)C2)F